CN(C1=CC=C(C=C1)CCO)C 4-(dimethylamino)phenylethyl alcohol